tert-butyl (1S,3S,4S)-3-(5-bromothiophen-2-yl)-2-oxa-5-azabicyclo[2.2.1]heptane-5-carboxylate BrC1=CC=C(S1)[C@H]1O[C@@H]2CN([C@H]1C2)C(=O)OC(C)(C)C